1-[2-(diphenylphosphanyl)naphthalen-1-yl]naphthalen-2-yl-diphenylphosphane C1(=CC=CC=C1)P(C1=C(C2=CC=CC=C2C=C1)C1=C(C=CC2=CC=CC=C12)P(C1=CC=CC=C1)C1=CC=CC=C1)C1=CC=CC=C1